4-(2-morpholinoethoxy)aniline O1CCN(CC1)CCOC1=CC=C(N)C=C1